6-iodo-N-(1-phenylethyl)quinazolin-4-amine IC=1C=C2C(=NC=NC2=CC1)NC(C)C1=CC=CC=C1